FC1=NC(=CC=C1NC(=O)[C@H]1C(N(C[C@@H]1C1=CC=C(C=C1)C(F)(F)F)C)=O)F (3S,4S)-N-(2,6-difluoro-3-pyridinyl)-1-methyl-2-oxo-4-[4-(trifluoromethyl)phenyl]-3-pyrrolidinecarboxamide